FC1=C(N=CC2=C1N=C(N=C2N2CCC(CC2)C(=O)NC2=NC=CC=C2)OCC21CCCN1CCC2)C2=CC=CC1=CC=CC(=C21)F 1-(8-fluoro-7-(8-fluoronaphthalen-1-yl)-2-((tetrahydro-1H-pyrrolizin-7a(5H)-yl)methoxy)pyrido[4,3-d]pyrimidin-4-yl)-N-(pyridin-2-yl)piperidine-4-carboxamide